Geranyl pyrophosphate O(P([O-])(=O)OP(=O)([O-])[O-])C\C=C(/C)\CCC=C(C)C